ethyl 3-(3-(((tert-butyldimethylsilyl) oxy) methyl)-1H-pyrazol-1-yl)-3-methylbutyrate [Si](C)(C)(C(C)(C)C)OCC1=NN(C=C1)C(CC(=O)OCC)(C)C